1,4-bis(n-heptyloxy)naphthalene C(CCCCCC)OC1=CC=C(C2=CC=CC=C12)OCCCCCCC